[Ge].[Ce] cerium-germanium